C(C1=CC=CC=C1)N(C(=S)SSCCCCCCSSC(N(CC1=CC=CC=C1)CC1=CC=CC=C1)=S)CC1=CC=CC=C1 1,6-bis(N,N-dibenzyl-thiocarbamoyldithio)-hexane